ClC=1C(=NC=C(C1)Cl)N1CCC(CC1)C(=O)O 1-(3,5-dichloropyridin-2-yl)piperidine-4-carboxylic acid